C1(CC1)CN1[C@H]2[C@H]3CC[C@H]([C@H]4[C@]3(C(C1)(F)F)C1=C(O4)C=CC=C1C2)NC (4R,4aS,7R,7aR,12bR)-3-(cyclopropylmethyl)-1,1-difluoro-7-(methylamino)-1,2,3,4,5,6,7,7a-octahydro-4aH-4,12-methanobenzofuro[3,2-e]isoquinoline